O1C(=CC=C1)CN(C(=S)SSC(N(CC=1OC=CC1)CC)=S)CC bis(N-(2-furylmethyl)ethylthiocarbamoyl)disulphide